N1(CCCC1)CCCN1C(=CN2C1SC1=C2C=CC=C1)C=1C=C(C=CC1)C N-(3-(pyrrolidin-1-yl)propyl)-2-(m-tolyl)benzo[d]imidazo[2,1-b]thiazole